Methyl 4-((3-(tert-Butoxycarbonyl)-3-azabicyclo[3.1.0]hex-1-yl) amino)-6-chloropyrido[3,2-d]pyrimidine-8-carboxylate C(C)(C)(C)OC(=O)N1CC2(CC2C1)NC=1C2=C(N=CN1)C(=CC(=N2)Cl)C(=O)OC